The molecule is an O-acyl-L-carnitine in which the acyl group is specified as 3-hydroxyvaleryl. It has a role as a human metabolite. It derives from a 3-hydroxypentanoic acid. CCC(CC(=O)O[C@H](CC(=O)[O-])C[N+](C)(C)C)O